nitrogen terphenyl C1(=CC=CC=C1)C=1C(=CC=CC1)C1=CC=CC=C1.[N]